C1(CC1)C1=CC(=C(C=N1)C1=CC=C(C=C1)C1(COC1)C(=O)NC1=CC=C(C=C1)F)C 3-(4-(6-cyclopropyl-4-methylpyridin-3-yl)phenyl)-N-(4-fluorophenyl)oxetan-3-carboxamide